ClC=1C=C(C=C2C(=NNC12)N)C1=C2C(=NC=C1)NC(=C2)CC2CCCCC2 7-chloro-5-(2-(cyclohexylmethyl)-1H-pyrrolo[2,3-b]pyridin-4-yl)-1H-indazol-3-amine